C(C)C1(CC1)C1=NC=C2C=NC(=NN21)S(=O)C 7-(1-ethylcyclopropyl)-2-methanesulfinylimidazo[4,3-f][1,2,4]triazine